FC(C=1C(=C(C=CC1)[C@@H](C)NC=1C=2C(N=C(N1)C)=CC(N(C2)N2CCN(CC2)C(C)C)=O)F)F 4-[[(1R)-1-[3-(difluoromethyl)-2-fluoro-phenyl]ethyl]amino]-6-(4-isopropylpiperazin-1-yl)-2-methyl-pyrido[4,3-d]pyrimidin-7-one